FC(C=1C=C(C(C2=CC=CC=C2)O)C=CC1)(F)F 3-(trifluoromethyl)benzhydrol